Cl.O1[C@@H](COCC1)CN (R)-(1,4-dioxane-2-yl)methylamine hydrochloride